The molecule is a quercetin O-glycoside that consists of quercetin attached to a (2'',3''-digalloyl)-beta-D-galactopyranosyl residue at position 3 via a glycosidic linkage. Isolated from Euphorbia lunulata, it exhibits insulin-like activity. It has a role as a plant metabolite. It is a beta-D-galactoside, a gallate ester and a quercetin O-glycoside. C1=CC(=C(C=C1C2=C(C(=O)C3=C(C=C(C=C3O2)O)O)O[C@H]4[C@@H]([C@H]([C@H]([C@H](O4)CO)O)OC(=O)C5=CC(=C(C(=C5)O)O)O)OC(=O)C6=CC(=C(C(=C6)O)O)O)O)O